6-(4-Chloro-1-(1-(4-(6-ethoxypyridin-2-yl)phenyl)ethyl)-1H-indazol-7-carboxamido)spiro[3.3]heptan ClC1=C2C=NN(C2=C(C=C1)C(=O)NC1CC2(CCC2)C1)C(C)C1=CC=C(C=C1)C1=NC(=CC=C1)OCC